(2-ethylhexyl) isononyl isophthalate C(C1=CC(C(=O)OCCCCCCC(C)C)=CC=C1)(=O)OCC(CCCC)CC